trans-4-((4-(2-(tert-Butyl)thiazol-5-yl)pyridin-2-yl)(((trans)-4-(4-methoxy-3-methylphenyl)cyclohexyl)methyl) carbamoyl)cyclohexyl 4-hydroxypiperidine-1-carboxylate OC1CCN(CC1)C(=O)O[C@@H]1CC[C@H](CC1)C(N(C[C@@H]1CC[C@H](CC1)C1=CC(=C(C=C1)OC)C)C1=NC=CC(=C1)C1=CN=C(S1)C(C)(C)C)=O